[N+](=O)([O-])C1=C(C=CC=C1)C1=CC=C(O1)C=C1C(C2=CC=CC=C2C1)=O 2,3-Dihydro-2-[[5-(2-nitrophenyl)-2-furanyl]methylene]-1H-inden-1-one